C(C1=CC=CC=C1)S=C(N(CCC)CCC)[O-] (S)-S-benzyldipropylthiocarbamate